2-Butyl-1-(hexahydropyridin-4-ylmethyl)-7-(1-methylhexahydropyridin-4-yl)thieno[3,2-b]imidazo[4,5-d]pyridine-4-amine C(CCC)C1=NC=2C(=C3C(=NC2N)C=C(S3)C3CCN(CC3)C)N1CC1CCNCC1